5-((4-fluorophenoxy)methyl)-1,3,4-thiadiazol-2-amine FC1=CC=C(OCC2=NN=C(S2)N)C=C1